2-([1,1'-Biphenyl]-3-yl)-2,2-difluoroacetic acid ethyl ester C(C)OC(C(F)(F)C=1C=C(C=CC1)C1=CC=CC=C1)=O